FC(OC1=C(C=C(C(=N1)OC)NS(=O)(=O)C1=CNC2=C1C=CC=1C=CC=NC21)F)F N-[6-(difluoromethoxy)-5-fluoro-2-methoxypyridin-3-yl]-1H-pyrrolo[3,2-H]quinoline-3-sulfonamide